Methyl 2-(4-((tert-butoxycarbonyl)(2-(4'-chloro-[1,1'-biphenyl]-4-yl)cyclopropyl)amino)piperidin-1-yl)pyrimidine-5-carboxylate C(C)(C)(C)OC(=O)N(C1CCN(CC1)C1=NC=C(C=N1)C(=O)OC)C1C(C1)C1=CC=C(C=C1)C1=CC=C(C=C1)Cl